C(C)(C)(C)C=1N=CC(=NC1)C(=O)NC12C[C@@H](C(CC1)(CC2)NC(COC2=CC(=C(C=C2)Cl)F)=O)O 5-tert-butyl-N-{(3S)-4-[2-(4-chloro-3-fluorophenoxy)acetamido]-3-hydroxybicyclo[2.2.2]oct-1-yl}pyrazine-2-carboxamide